1-(4-Chloro-2-hydroxy-phenyl)-3-[4-(2-dimethylamino-ethoxy)-3-(4-fluoro-2-methyl-2H-pyrazol-3-yl)-phenyl]-urea ClC1=CC(=C(C=C1)NC(=O)NC1=CC(=C(C=C1)OCCN(C)C)C=1N(N=CC1F)C)O